benzyl 3-(2-(dimethoxymethyl)pyridin-4-yl)-4-oxopiperidine-1-carboxylate COC(C1=NC=CC(=C1)C1CN(CCC1=O)C(=O)OCC1=CC=CC=C1)OC